4-[2-chloro-4-(trifluoromethoxy)phenoxy]-N-(3-methylsulfonyl-phenyl)-6-(trifluoromethyl)pyridine ClC1=C(OC2=CCN(C(=C2)C(F)(F)F)C2=CC(=CC=C2)S(=O)(=O)C)C=CC(=C1)OC(F)(F)F